NC=1SC(=CN1)C(CN1CCOCC1)N1C(CCC(C1)(F)F)=O 1-(1-(2-aminothiazol-5-yl)-2-morpholinoethyl)-5,5-difluoropiperidin-2-one